3-[(Stearamidoethyl)-dimethylammonio]propanesulfonate C(CCCCCCCCCCCCCCCCC)(=O)NCC[N+](CCCS(=O)(=O)[O-])(C)C